C1(=CC=CC=C1)C1=NC(=NC(=N1)C1=CC=CC=C1)C1=CC2=C(NC3=CC=CC=C3C2(C)C)N1C (4,6-Diphenyl-1,3,5-triazin-2-yl)-1,4,4-trimethyl-4,9-dihydro-1H-pyrrolo[2,3-B]quinoline